C(CCC)(=O)O.C(CCC)(=O)O.CC1=C(O)C=C(C(=C1C)O)C 2,3,5-trimethylhydroquinone di-n-butyrate